myristyl neopentanoate C(C(C)(C)C)(=O)OCCCCCCCCCCCCCC